1-(5-Chloro-7-fluoro-6-(3-hydroxy-1-naphthyl)-2,1-benzothiazol-3-yl)-4-(2-propenoyl)-2-piperazinecarboxylic acid ClC=1C(=C(C=2C(=C(SN2)N2C(CN(CC2)C(C=C)=O)C(=O)O)C1)F)C1=CC(=CC2=CC=CC=C12)O